FCCCN1CC(C1)C(=O)C1=CC=C(C=C1)C1=C(CCCC2=C1C=CC(=C2)C(=O)OC)C=C(C)C methyl 9-(4-(1-(3-fluoropropyl)azetidine-3-carbonyl)phenyl)-8-(2-methylprop-1-en-1-yl)-6,7-dihydro-5H-benzo[7]annulene-3-carboxylate